(((R-2-(4-Cyano-2-fluorophenyl)-2-methylbenzo[d][1,3]dioxol-4-yl)-2,5-diazabicyclo[4.2.0]octan-2-yl)methyl)-4-fluoro-1-(((S)-oxetan-2-yl)methyl)-1H-benzo[d]imidazole-6-carboxylic acid C(#N)C1=CC(=C(C=C1)[C@]1(OC2=C(O1)C=CC=C2C21N(CCNC1CC2)CC2=NC1=C(N2C[C@H]2OCC2)C=C(C=C1F)C(=O)O)C)F